sodium methylpalmitoyl taurate NCCS(=O)(=O)OC(CCCCCCCCCCCCCCCC)=O.[Na]